C(=O)C1=CC=C(C(=C1C(=O)O)OC)OC 6-FORMYL-2,3-DIMETHOXYBENZOIC ACID